C(CCC)C1=NN(C(=C1O)C(C)(C)C)CC(C)C Butyl-1-isobutyl-5-tert-butyl-4-hydroxy-pyrazol